C(C)OC(C(C=C1OC(OC1)(C)C)=O)=O.COC(C(C=C1OC(OC1)(C)C)=O)=O.O1COC(C1)=CC(C(F)(F)F)=O 3-(1,3-dioxolan-4-ylidene)-1,1,1-trifluoro-propan-2-one methyl-3-(2,2-dimethyl-1,3-dioxolan-4-ylidene)-2-oxo-propanoate Ethyl-3-(2,2-dimethyl-1,3-dioxolan-4-ylidene)-2-oxo-propanoate